C(N)(=O)C=1N=CC=2NC3=CC=CC=C3C2C1 3-carbamoyl-beta-carboline